CN1C(C(C2=CC=CC=C12)C1=CC=CC=C1)=O 1-methyl-3-phenylindolin-2-one